3-((3-(piperazin-1-yl)propyl)amino)propanoic acid N1(CCNCC1)CCCNCCC(=O)O